O=C1OC2(C(C1)C(=O)O)CCCC2 2-oxo-1-oxaspiro[4.4]nonane-4-carboxylic acid